2-benzyl-2-phenyl-1,2,3,4-tetrahydroquinoline C(C1=CC=CC=C1)C1(NC2=CC=CC=C2CC1)C1=CC=CC=C1